1,1,1-trifluoro-2-(trifluoromesyloxy)ethane FC(COS(=O)(=O)C(F)(F)F)(F)F